CC1=CC=C(C=N1)C1=CC=C(C=O)C=C1 4-(6-methylpyridin-3-yl)benzaldehyde